CN1CCC(CC1)N1N=CC(=C1)NC(=O)C=1C=C2C(=NC1)NC=C2C2=CC=1N(C=C2)N=CC1C(NC=1C=NC=CC1)=O N-(1-(1-methylpiperidin-4-yl)-1H-pyrazol-4-yl)-3-(3-(pyridin-3-ylcarbamoyl)pyrazolo[1,5-a]pyridin-5-yl)-1H-pyrrolo[2,3-b]pyridine-5-carboxamide